octadecane-3,15-diol CCC(CCCCCCCCCCCC(CCC)O)O